FC=1C=C2C=CC(OC2=CC1)=O 6-fluoro-2H-chromen-2-one